S1C(=NC2=C1C=CC=C2)NC(=O)C=2C=CC=C1CCN(CC21)C2=CC=C(C(=N2)C(=O)OC(C)(C)C)C2=C(C(=CC=C2)OC2=CC=C(C=C2)C[C@H](CC(=O)OCC)C)C tert-butyl 6-[8-(1,3-benzothiazol-2-ylcarbamoyl)-3,4-dihydro-1H-isoquinolin-2-yl]-3-[3-[4-[(2R)-4-ethoxy-2-methyl-4-oxo-butyl]phenoxy]-2-methyl-phenyl]pyridine-2-carboxylate